1,4-dibromobutane tert-butyl-7-[2-(benzyloxy)ethyl]-4-oxo-1H,6H,7H-pyrrolo[3,2-c]pyridine-5-carboxylate C(C)(C)(C)OC(=O)N1C(C2=C(C(C1)CCOCC1=CC=CC=C1)NC=C2)=O.BrCCCCBr